p-methylsulfonylphenylserine copper salt [Cu+2].CS(=O)(=O)C1=CC=C(C=C1)N[C@@H](CO)C(=O)[O-].CS(=O)(=O)C1=CC=C(C=C1)N[C@@H](CO)C(=O)[O-]